6-chloro-1-cyclopropoxy-4-(2-methyl-oxiran-2-yl)-2,7-naphthyridine ClC=1C=C2C(=CN=C(C2=CN1)OC1CC1)C1(OC1)C